CC1(CC2=C(C=C3N2CCN(C3=O)C3=C(C(=CC=C3)B3OC(C(O3)(C)C)(C)C)C)C1)C 7,7-dimethyl-2-(2-methyl-3-(4,4,5,5-tetramethyl-1,3,2-dioxaborolan-2-yl)phenyl)-3,4,7,8-tetrahydro-2H-cyclopenta[4,5]pyrrolo[1,2-a]pyrazin-1(6H)-one